C(C)OC1=C(C=CC(=O)NC(=N)N)C=CC=C1 2-Ethoxycinnamoylguanidin